NC=1C=CC(=NC1)C(C(C)(C)C1=CC=C(C=C1)Cl)=O 1-(5-Aminopyridin-2-yl)-2-(4-chlorophenyl)-2-methylpropan-1-one